[Si].[Ni].[C] carbon nickel-silicon